C1(CC1)C=1C(=NN(C1NC(OC1CCC1)=O)C)C1CC(C1)(F)F cyclobutyl (4-cyclopropyl-3-(3,3-difluorocyclobutyl)-1-methyl-1H-pyrazol-5-yl)carbamate